C(C)(C)(C)OC(=O)N1[C@H](CN(CC1)C1=NC(=NC(=C1[N+](=O)[O-])CC1(CCCC2=C(C=C(C=C12)F)C)C(=O)OC)Cl)CC#N (2S)-4-(2-chloro-6-((7-fluoro-1-(methoxycarbonyl)-5-methyl-1,2,3,4-tetrahydronaphthalen-1-yl)methyl)-5-nitropyrimidin-4-yl)-2-(cyanomethyl)piperazine-1-carboxylic acid tert-butyl ester